2-Imidazolate N1C(=NC=C1)C(=O)[O-]